4-Cyclohexylbenzoic acid C1(CCCCC1)C1=CC=C(C(=O)O)C=C1